FC=1C=C(OCC=2C=C(C3=C(CCO3)C2)NC(=O)C2NC(CC2)=O)C=CC1 N-(5-((3-Fluorophenoxy)methyl)-2,3-dihydrobenzofuran-7-yl)-5-oxopyrrolidine-2-carboxamide